2-[[4-[(2R)-2-amino-4-methyl-pentoxy]-6-(2,6-dimethylphenyl)pyrimidin-2-yl]sulfamoyl]cyclobutanecarboxylic acid N[C@@H](COC1=NC(=NC(=C1)C1=C(C=CC=C1C)C)NS(=O)(=O)C1C(CC1)C(=O)O)CC(C)C